CNC=1C2=C(N=CN1)N(C=C2)[C@H]2[C@@H]([C@@H]([C@H](C2)\C=C\CCNCCC2=CC=CC=C2)O)O (1R,2S,3R,5R)-3-(4-(methylamino)-7H-pyrrolo[2,3-d]pyrimidin-7-yl)-5-((e)-4-(phenethylamino)but-1-en-1-yl)cyclopentane-1,2-diol